[F-].[Zr+4].FC1(CCC(CC1)(C)CC(=O)NC1=C(C=C(C=C1C)N1CC2=CC=C(C=C2CC1)F)C)F.[F-].[F-].[F-] 2-(4,4-Difluoro-1-methylcyclohexyl)-N-(4-(6-fluoro-3,4-dihydroisoquinolin-2(1H)-yl)-2,6-dimethylphenyl)acetamide zirconium fluoride salt